3-fluoro-6-methoxy-pyridine-2-carbaldehyde FC=1C(=NC(=CC1)OC)C=O